C(CC)C(C(=O)[O-])(C(=O)[O-])CCC.[Na+].[Na+] sodium 2,2-dipropylmalonate